C(C)(C)(C)OC(=O)NC(C(=O)O)C=1C(=NC=CC1)C [(tert-butoxycarbonyl)amino](2-methylpyridin-3-yl)acetic acid